[3-[3-(7-azaspiro[3.5]nonan-2-yl)-4-oxo-quinazolin-6-yl]oxy-2-cyano-4-fluoro-phenyl]tetrahydropyran-4-sulfonamide C1C(CC12CCNCC2)N2C=NC1=CC=C(C=C1C2=O)OC=2C(=C(C=CC2F)C2OCCC(C2)S(=O)(=O)N)C#N